FC1(CC(C1)C(=O)Cl)F 3,3-difluorocyclobutylformyl chloride